1-bromooctadecane BrCCCCCCCCCCCCCCCCCC